(S)-2-((1-(3-benzhydryl-1-methyl-1,2,4-triazol-5-yl)ethyl)carbamoyl)-4-methoxypyridin-3-yl acetate C(C)(=O)OC=1C(=NC=CC1OC)C(N[C@@H](C)C1=NC(=NN1C)C(C1=CC=CC=C1)C1=CC=CC=C1)=O